3-chloro-N-((1R,3S,5s,7s)-2-(5-(3-cyano-6-ethoxypyrazolo[1,5-a]pyridin-4-yl)pyrazin-2-yl)-2-azaadamantan-5-yl)picolinamide ClC=1C(=NC=CC1)C(=O)NC12C[C@H]3N([C@H](CC(C1)C3)C2)C2=NC=C(N=C2)C=2C=3N(C=C(C2)OCC)N=CC3C#N